NC=1C=2N(C=C(N1)C=1C(=C(C#N)C=CC1)F)N=C(N2)CC2=C(C=CC=C2C=2C=NN(C2)CCS(=O)(=O)C)F (8-amino-2-(2-fluoro-6-(1-(2-(methylsulfonyl)ethyl)-1H-pyrazol-4-yl)benzyl)-[1,2,4]triazolo[1,5-a]pyrazin-6-yl)-2-fluorobenzonitrile